2-hydroxy-6-(trifluoromethyl)benzotriazole ON1N=C2C(=N1)C=C(C=C2)C(F)(F)F